3-aminopropionyl-L-histidine NCCC(=O)N[C@@H](CC1=CNC=N1)C(=O)O